4-(5-cyclopentyl-1,2,4-oxadiazol-3-yl)-4-methylpiperidine hydrochloride Cl.C1(CCCC1)C1=NC(=NO1)C1(CCNCC1)C